[Ca].NC1=NC=2C=C(C(=CC2C2=C1C=NN2C)C(=O)N2[C@@H](COC[C@@H]2C2=NC=C(C=C2)C(F)(F)F)C)F (4-amino-7-fluoro-1-methyl-1H-pyrazolo[4,3-c]quinolin-8-yl)((3R,5S)-3-methyl-5-(5-(trifluoromethyl)-2-pyridinyl)-4-morpholinyl)methanone calcium